CC[N+](C)(C)CCO.[Cl-] N-ethyl-2-hydroxy-N,N-dimethylethanaminium chloride